FC(C(=O)O)(F)F.CCCCCCC Heptane 2,2,2-trifluoroacetate